tert-Butyl N-[4-cyano-5-[4-[2-[[3-(2,2-dimethylpropyl) isoxazol-5-yl]amino]-2-oxo-ethyl]-2-methyl-phenyl]-2-isopropyl-pyrazol-3-yl]carbamate C(#N)C1=C(N(N=C1C1=C(C=C(C=C1)CC(=O)NC1=CC(=NO1)CC(C)(C)C)C)C(C)C)NC(OC(C)(C)C)=O